C1(CCCCC1)C[C@@H](C(=O)N[C@H](C(O)P(=O)(OCC)OCC)CCC(N1C2=C(CCCC1)C=CC=C2)=O)NC(OCC2=CC(=CC=C2)Cl)=O 3-Chlorobenzyl ((2S)-3-cyclohexyl-1-(((2S)-1-(diethoxyphosphoryl)-1-hydroxy-5-oxo-5-(2,3,4,5-tetrahydro-1H-benzo[b]azepin-1-yl)pentan-2-yl)amino)-1-oxopropan-2-yl)carbamate